N-benzyl-benzamidine C(C1=CC=CC=C1)NC(C1=CC=CC=C1)=N